C(CCCCCCC\C=C/CCCCCCCC)C(C(=O)N)CCCCCCCCCCCCCC oleyl-palmitamid